bromotrimethylbromosilane BrC[Si](Br)(C)C